NC1=NC=CC=C1CNCCOC1=C2C(NC(=NC2=CC(=C1Cl)Br)Cl)=O 5-(2-(((2-aminopyridin-3-yl)methyl)amino)ethoxy)-7-bromo-2,6-dichloroquinazoline-4(3H)-one